propane-1-sulfonamide monohydrochloride Cl.C(CC)S(=O)(=O)N